(2-(2-cyano-4,4-difluoropyrrolidin-1-yl)-2-oxoethyl)carbamic acid tert-butyl ester C(C)(C)(C)OC(NCC(=O)N1C(CC(C1)(F)F)C#N)=O